5-Chloro-N4-(2-dimethylphosphorylphenyl)-N2-[4-(2-methoxyethyl)phenyl]pyrimidine-2,4-diamine ClC=1C(=NC(=NC1)NC1=CC=C(C=C1)CCOC)NC1=C(C=CC=C1)P(=O)(C)C